(2S,4r)-4-((6-chloropyrimidin-4-yl)oxy)-2-methylpyrrolidine-1-carboxylic acid tert-butyl ester C(C)(C)(C)OC(=O)N1[C@H](C[C@H](C1)OC1=NC=NC(=C1)Cl)C